N-(2-((4S,5R)-7-oxa-1-azaspiro[4.4]nonan-4-yl)thieno[2,3-b]pyridin-4-yl)-6-fluorobenzo[d]thiazol-5-amine N1CC[C@@H]([C@]12COCC2)C2=CC=1C(=NC=CC1NC=1C(=CC3=C(N=CS3)C1)F)S2